FC1=C(C=CC=C1)C#CC1=CC=C(C(=O)NC([2H])C2(COC2)CC)C=C1 4-((2-fluorophenyl)ethynyl)-N-((3-ethyloxetan-3-yl)methyl-d)benzamide